N2-(((9H-fluoren-9-yl)methoxy)carbonyl)-Nω,Nω-dimethyl-L-arginine C1=CC=CC=2C3=CC=CC=C3C(C12)COC(=O)N[C@@H](CCCNC(N(C)C)=N)C(=O)O